2,3-dimethylcyclopropanecarboxylic acid benzyl ester C(C1=CC=CC=C1)OC(=O)C1C(C1C)C